C1(=CC=CC=C1)C1=C(C(=NN=N1)C=1C(=C(C=CC1)C1=CC=CC=C1)C1=C(C=CC=2SC3=C(C21)C=CC=C3)C3=CC=CC=C3)C3=C(C=CC=C3)C3=CC=CC=C3 [phenyl(biphenylyl)triazinyl](phenyldibenzothiophenyl)biphenyl